3-(4-bromo-5-((4-(4-(5,7-dimethoxy-4-oxo-3,4-dihydroquinazolin-2-yl)phenyl)piperazin-1-yl)methyl)-1-oxoisoindolin-2-yl)piperidine-2,6-dione BrC1=C2CN(C(C2=CC=C1CN1CCN(CC1)C1=CC=C(C=C1)C1=NC2=CC(=CC(=C2C(N1)=O)OC)OC)=O)C1C(NC(CC1)=O)=O